5'-(tert-butyl)-N-(4'-(tert-butyl)-5-chloro-[1,1'-biphenyl]-3-yl)-[1,1':3',1''-terphenyl]-2'-amine C(C)(C)(C)C=1C=C(C(=C(C1)C1=CC=CC=C1)NC=1C=C(C=C(C1)Cl)C1=CC=C(C=C1)C(C)(C)C)C1=CC=CC=C1